C(C)OC(NC)OCC 1,1-diethoxy-N,N-dimethylamine